5-[16-(4-tert-butylphenyl)-12-ethyl-8,11,13,14,16-pentaazatetracyclo[8.6.0.02,7.011,15]Hexadec-1(10),2,4,6,8,12,14-heptaen-4-yl]Pyridin-2-amine C(C)(C)(C)C1=CC=C(C=C1)N1C2=NN=C(N2C=2C=NC3=CC=C(C=C3C12)C=1C=CC(=NC1)N)CC